OC1=C(C(=C(C=C1)C=1C(CCNN1)C)OCOC)C 6-[4-hydroxy-2-(methoxymethyloxy)-3-methylphenyl]-5-methyl-4,5-dihydro-2H-pyridazine